pentahydroxyflavonol CC1C(C(C(C(O1)OC2=C(OC3=CC(=CC(=C3C2=O)O)O)C4=CC(=C(C(=C4)O)O)O)O)OC(=O)C5=CC(=C(C(=C5)O)O)O)O